(6-((2-(sec-butyl)-1,3-dioxoisoindolin-5-yl)amino)-6-oxohexyl)tricyclohexylphosphonium bromide [Br-].C(C)(CC)N1C(C2=CC=C(C=C2C1=O)NC(CCCCC[P+](C1CCCCC1)(C1CCCCC1)C1CCCCC1)=O)=O